NC=1C(=NC(=CC1O)C)C 3-amino-2,6-dimethylpyridin-4-ol